2-((1-(1-methoxypropane-2-yl)-3-(oxetan-3-yloxy)-1H-pyrazol-4-yl)amino)-7-((3R,4R)-4-methyltetrahydrofuran-3-yl)-7H-pyrrolo[2,3-d]pyrimidine-6-carbonitrile COCC(C)N1N=C(C(=C1)NC=1N=CC2=C(N1)N(C(=C2)C#N)[C@H]2COC[C@@H]2C)OC2COC2